C(C=C)N(C(C(F)(F)F)=O)C(C(F)(F)F)=O N-allyl-2,2,2-trifluoro-N-(2,2,2-trifluoroacetyl)-acetamide